trans-(1R,2R)-2-aminocyclohexanecarboxylic acid N[C@H]1[C@@H](CCCC1)C(=O)O